4-[(2,3-dihydrothieno[3,4-b][1,4]dioxin-2-yl)methoxy]butane-2-sulfonic acid O1C=2C(OCC1COCCC(C)S(=O)(=O)O)=CSC2